ClC1=NC(=CC=C1OCCOC1=C(C=C(C=C1)Cl)Cl)CF 2-Chloro-3-[2-(2,4-dichlorophenoxy)ethoxy]-6-(fluoromethyl)pyridine